(R)-3-((1-(2-(5-fluoroisoindolin-2-yl)-3-methyl-4-oxo-3,4-dihydroquinazolin-8-yl)ethyl)amino)-6-methyl-N-(methylsulfonyl)picolinamide FC=1C=C2CN(CC2=CC1)C1=NC2=C(C=CC=C2C(N1C)=O)[C@@H](C)NC=1C(=NC(=CC1)C)C(=O)NS(=O)(=O)C